4-(((2-(6-((R)-3-aminopiperidine-1-carbonyl)-4-methoxy-3-methylpyrazolo[1,5-a]pyridin-2-yl)-1-(cyclopropylmethyl)-1H-indol-7-yl)oxy)methyl)-1-methylpyrrolidin-2-one N[C@H]1CN(CCC1)C(=O)C=1C=C(C=2N(C1)N=C(C2C)C=2N(C1=C(C=CC=C1C2)OCC2CC(N(C2)C)=O)CC2CC2)OC